C(CC)OC(\C(=C\C1=CN(C2=NC=CC=C21)CC2=CC(=CC(=C2)C(F)(F)F)C(F)(F)F)\C#N)=O.C(=O)(OC(C)(C)C)N2CCNCC2 N-Bochexahydropyrazine Propyl-(E)-3-(1-(3,5-bis(trifluoromethyl)benzyl)-1H-pyrrolo[2,3-b]pyridin-3-yl)-2-cyanoacrylate